pyrimidin-5-ylboronic acid N1=CN=CC(=C1)B(O)O